CN1N=CC2=C1CN(C2)C(=O)OC(C)(C)C tert-butyl 1-methyl-4,6-dihydropyrrolo[3,4-C]pyrazole-5(1H)-carboxylate